N-(3-fluoro-1-methyl-pyrazol-4-yl)-5-[2-methyl-5-[[(1S,5R,7s)-9-methyl-3-oxa-9-azabicyclo[3.3.1]nonan-7-yl]oxy]-4-pyridyl]pyrazolo[1,5-a]pyridin-2-amine FC1=NN(C=C1NC1=NN2C(C=C(C=C2)C2=CC(=NC=C2OC2C[C@@H]3COC[C@H](C2)N3C)C)=C1)C